(2S,4R)-1-((S)-2-(2-aminoacetylamino)-3,3-dimethylbutyryl)-4-hydroxy-N-(4-(4-methylthiazol-5-yl)benzyl)pyrrolidine-2-carboxamide hydrochloride Cl.NCC(=O)N[C@H](C(=O)N1[C@@H](C[C@H](C1)O)C(=O)NCC1=CC=C(C=C1)C1=C(N=CS1)C)C(C)(C)C